ethyl N-[(4-chlorophenyl)carbamothioyl]carbamate ClC1=CC=C(C=C1)NC(=S)NC(OCC)=O